BrC=1C=C(C=CC1)C1(CC(C1)O)C#N 1-(3-bromophenyl)-3-hydroxycyclobutanecarbonitrile